2,2'-Azino-bis(3-ethylbenzthiazoline-6-sulfonic acid) N(N=C1SC2=C(N1CC)C=CC(=C2)S(=O)(=O)O)=C2SC1=C(N2CC)C=CC(=C1)S(=O)(=O)O